NC=1C2=C(N(C(N1)=O)C(C)C1COC1)N=C(C=C2)C2CC2 4-amino-7-cyclopropyl-1-[1-(oxetan-3-yl)ethyl]pyrido[2,3-d]pyrimidin-2-one